allyl-tri(β-methoxyethoxy)silane C(C=C)[Si](OCCOC)(OCCOC)OCCOC